N[C@H](CC(=O)N[C@@H](C(C)(C)C)C(NC)=O)CCCN1C(=NC=C1)N (3S)-3-amino-6-(2-amino-1H-imidazol-1-yl)-N-[(1S)-2,2-dimethyl-1-(methylcarbamoyl)propyl]hexanamide